3-(5-(1-((2-(trimethylsilyl)ethoxy)methyl)-1H-tetrazol-5-yl)pyridin-3-yl)phenyl cycloheptylcarbamate C1(CCCCCC1)NC(OC1=CC(=CC=C1)C=1C=NC=C(C1)C1=NN=NN1COCC[Si](C)(C)C)=O